C(N)(=N)N1CCC(=CC1)C=1C=C(SC1C)C(=O)NC1=CC=C(C=C1)C=1CCN(CC1)C(N)=N 4-(1-carbamimidoyl-1,2,3,6-tetrahydropyridin-4-yl)-N-[4-(1-carbamimidoyl-1,2,3,6-tetrahydropyridin-4-yl)phenyl]-5-methylthiophene-2-carboxamide